1-((R)-3-(4-amino-3-(2-fluoro-4-(2,3,5,6-tetrafluorophenoxy)phenyl)-1H-pyrazolo[3,4-d]pyrimidin-1-yl)pyrrolidin-1-yl)prop-2-en-1-one NC1=C2C(=NC=N1)N(N=C2C2=C(C=C(C=C2)OC2=C(C(=CC(=C2F)F)F)F)F)[C@H]2CN(CC2)C(C=C)=O